tert-Butyl (2-(((3-(4,4-bis(ethoxymethyl)cyclohexyl)-5,5-difluoro-5,6-dihydro-4H-pyrrolo[1,2-b]pyrazol-2-yl)methyl)amino)ethyl)(methyl)carbamate C(C)OCC1(CCC(CC1)C1=C2N(N=C1CNCCN(C(OC(C)(C)C)=O)C)CC(C2)(F)F)COCC